(S)-N-(1-cyanocyclopropyl)-9-(5-(difluoromethyl)-1,3,4-thiadiazol-2-yl)-4-(3,4-dimethylpiperazin-1-yl)-9H-pyrimido[4,5-b]indole-7-sulphonamide C(#N)C1(CC1)NS(=O)(=O)C1=CC=C2C3=C(N(C2=C1)C=1SC(=NN1)C(F)F)N=CN=C3N3C[C@@H](N(CC3)C)C